Cl.[2H]C1(OC2=C(O1)C=C1C(=C2)CC(C1([2H])[2H])(N)[2H])[2H] 2,2,6,7,7-Pentadeuterio-5H-cyclopenta[f][1,3]benzodioxol-6-amine hydrochloride